CC1(C(C1C(N[C@H]1C[C@H](OC2=CC=CC=C12)C(F)(F)F)=O)C(N1C(NC(CC1=O)(CC)CC)=[NH2+])C=1C=[NH+]C=CC1)C [1-[[2,2-dimethyl-3-[[(2S,4S)-2-(trifluoromethyl)chroman-4-yl]carbamoyl]cyclopropyl]-pyridin-1-ium-3-yl-methyl]-4,4-diethyl-6-oxo-hexahydropyrimidin-2-ylidene]ammonium